CC1=CC=C(C=C1)N(C1=CC=C(S1)C=O)C1=CC=C(C=C1)C 5-[bis(4-methylphenyl)amino]-2-thiophenecarboxaldehyde